2-(6-azaspiro[2.5]oct-6-yl)-N-(6-(4,4-dimethyl-2-oxo-1-pyrrolidinyl)-2-pyridinyl)-6-((2-hydroxy-1,1-dimethylethyl)amino)-3-pyridinecarboxamide C1CC12CCN(CC2)C2=NC(=CC=C2C(=O)NC2=NC(=CC=C2)N2C(CC(C2)(C)C)=O)NC(CO)(C)C